O1C(OCC1)C=1C(=C(C2=C(C(=NO2)N2C(SC=C2C)=O)C1)F)F (S)-3-(5-(1,3-dioxolan-2-yl)-6,7-difluorobenzo[d]isoxazol-3-yl)-4-methylthiazolin-2-one